O=C1C(C(S1)=O)O dioxothietan-3-ol